NC1CCN(CC1)C1=CC(=C(C(=N1)C1=CC(=C(C#N)C=C1)F)C1=CC(=C(C(=C1)O)F)F)O 4-(6-(4-aminopiperidin-1-yl)-3-(3,4-difluoro-5-hydroxy-phenyl)-4-hydroxypyridin-2-yl)-2-fluorobenzonitrile